C([2H])([2H])([2H])N(C(CN1[C@](COC2=C(C1=O)OC1=C2C=C(C=C1)Cl)(C(=O)O)C)=O)C([2H])([2H])[2H] (R)-4-(2-(bis(methyl-d3)amino)-2-oxoethyl)-9-chloro-3-methyl-5-oxo-2,3,4,5-tetrahydrobenzofuro[2,3-f][1,4]oxazepine-3-carboxylic acid